COC(NS(=O)(=O)C1=CC=C(C=C1)C(F)(F)F)=O ((4-(trifluoromethyl)phenyl)sulfonyl)carbamic acid methyl ester